ClC=1C=C2C=NC(=NC2=CC1F)NC=1C=NN(C1Cl)C12CC(C1)(C2)COC 6-Chloro-N-(5-chloro-1-(3-(methoxymethyl)bicyclo[1.1.1]pentan-1-yl)-1H-pyrazol-4-yl)-7-fluoroquinazolin-2-amine